C(C)C1=CN=C2N1C=C(C=N2)C=2C=CN1N=C(N=CC12)NC1CC2(CN(C2)CC(C)C)C1 5-(3-ethylimidazo[1,2-a]pyrimidin-6-yl)-N-(2-isobutyl-2-azaspiro[3.3]heptan-6-yl)pyrrolo[2,1-f][1,2,4]triazin-2-amine